2-[4-(4-cyclopropylimidazol-1-yl)-3-methyl-phenyl]-5-fluoro-4-methylsulfanyl-pyrimidine C1(CC1)C=1N=CN(C1)C1=C(C=C(C=C1)C1=NC=C(C(=N1)SC)F)C